bis(5-hydroxynaphthyl)(4-methylphenyl)phosphine oxide OC1=C2C=CC=C(C2=CC=C1)P(C1=CC=C(C=C1)C)(C1=CC=CC2=C(C=CC=C12)O)=O